F[C@H]1C[C@H](N(C1)C)COC1=NC=2C[C@H](CCC2C(=N1)N1[C@H](CN(CC1)C(C=C)=O)C)C1=CC(=CC2=CC=CC=C12)O 1-[(3S)-4-[(7S)-2-[[(2S,4S)-4-fluoro-1-methyl-pyrrolidin-2-yl]methoxy]-7-(3-hydroxy-1-naphthyl)-5,6,7,8-tetrahydroquinazolin-4-yl]-3-methyl-piperazin-1-yl]prop-2-en-1-one